[K+].FC(C(C(C(C(C(S(=O)(=O)[O-])(F)F)(F)F)(F)F)(F)F)(F)F)(F)F tridecafluorohexane-1-sulfonic acid potassium salt